[8-(dibenzylamino)-1-azaspiro[4.5]dec-1-yl]propan-2-one C(C1=CC=CC=C1)N(C1CCC2(CCCN2CC(C)=O)CC1)CC1=CC=CC=C1